(E)-3-(1-(3,5-bis(trifluoromethyl) benzyl)-6-chloro-1H-indol-3-yl)-2-cyanoacrylate FC(C=1C=C(CN2C=C(C3=CC=C(C=C23)Cl)/C=C(/C(=O)[O-])\C#N)C=C(C1)C(F)(F)F)(F)F